2-bromo-6-(1-(3-buten-1-yl)-1H-pyrazol-5-yl)pyridine BrC1=NC(=CC=C1)C1=CC=NN1CCC=C